methyl (R)-3-(4-acetamido-1,3-dioxoisoindolin-2-yl)-3-(3-ethoxy-4-methoxyphenyl)propionate C(C)(=O)NC1=C2C(N(C(C2=CC=C1)=O)[C@H](CC(=O)OC)C1=CC(=C(C=C1)OC)OCC)=O